BrC1=CC(=C(C(=O)NC2=CC(=C(C=C2)OC2=C3C(=NC=C2)NC(N3C(C)C)=O)F)C=C1)C(F)(F)F 4-bromo-N-(3-fluoro-4-((1-isopropyl-2-keto-2,3-dihydro-1H-imidazo[4,5-b]pyridin-7-yl)oxy)phenyl)-2-(trifluoromethyl)benzamide